C(C)(C)(C)OC(=O)N[C@@H](CSC1C=C(CCC1C(C)C)C)C(=O)OCC ethyl N-(tert-butoxycarbonyl)-S-(6-isopropyl-3-methylcyclohex-2-en-1-yl)cysteinate